COC=1C=CC2=C(OCC(N2C)=O)C1 7-Methoxy-4-methyl-2H-benzo[b][1,4]oxazin-3(4H)-one